ClC1=C2C=C(C(=NC2=CC=C1)N1CC(C(CC1)(F)F)C)C(=O)O 5-chloro-2-(4,4-difluoro-3-methylpiperidin-1-yl)quinoline-3-carboxylic acid